N1-(2-(dimethylamino)ethyl)-N4-(4-(5-fluoro-1-methyl-1H-indol-3-yl)-7H-pyrrolo[2,3-d]pyrimidin-2-yl)-N1-methyl-2-nitrobenzene-1,4-diamine CN(CCN(C1=C(C=C(C=C1)NC=1N=C(C2=C(N1)NC=C2)C2=CN(C1=CC=C(C=C21)F)C)[N+](=O)[O-])C)C